N[C@H]1C=C[C@H]([C@@H]([C@H]1O)O)O (1s,2s,3r,6s)-6-amino-4-cyclohexene-1,2,3-triol